pyrido[2,3-b]indole-2-carboxylate N1=C(C=CC2=C1NC1=CC=CC=C21)C(=O)[O-]